1-(3-methylpyrrolidin-3-yl)piperidine CC1(CNCC1)N1CCCCC1